tert-butyl (2-(2-(3-(9-(2,6-dioxopiperidin-3-yl)-9H-pyrido[2,3-b]indol-4-yl)propoxy)ethoxy)ethyl)carbamate O=C1NC(CCC1N1C2=C(C3=CC=CC=C13)C(=CC=N2)CCCOCCOCCNC(OC(C)(C)C)=O)=O